tert-butyl 3-(5-methyl-1-neopentyl-1H-pyrazol-4-yl)-6-(8-(thiazolo[5,4-b]pyridin-2-ylcarbamoyl)-3,4-dihydroisoquinolin-2(1H)-yl)picolinate CC1=C(C=NN1CC(C)(C)C)C=1C(=NC(=CC1)N1CC2=C(C=CC=C2CC1)C(NC=1SC2=NC=CC=C2N1)=O)C(=O)OC(C)(C)C